ClC1=NC=C(C(=N1)N1C=CC=2C(N(CC3(C21)CCCC3)C)=O)F (2-chloro-5-fluoropyrimidin-4-yl)-5'-methyl-5',6'-dihydrospiro[cyclopentane-1,7'-pyrrolo[3,2-c]pyridin]-4'(1'H)-one